C(C)(C)(C)OC(NC1=CC(=CC=C1)CBr)=O (3-(bromomethyl)phenyl)carbamic acid tert-butyl ester